NC1=CC(=C(C=C1F)C(C(=O)NCC(F)(F)F)=C)Br (R)-2-(4-amino-2-bromo-5-fluorophenyl)-N-(2,2,2-trifluoroethyl)propenamide